(trans)-3-[[2-chloro-5-(trifluoromethyl)pyrimidin-4-yl]amino]tetrahydropyran-4-carbonitrile ClC1=NC=C(C(=N1)N[C@@H]1COCC[C@H]1C#N)C(F)(F)F